methyl trans-4-(((2-amino-4-fluorophenyl)amino)methyl)cyclohexane-1-carboxylate NC1=C(C=CC(=C1)F)NC[C@@H]1CC[C@H](CC1)C(=O)OC